C(CCCCCCC)C(=O)CCCCCCCCCCCCCCCCCCCCCCCC n-tetracosyl octyl ketone